FC1=CC=C(C=C1)NC(CCCCC)=O N-p-fluorophenyl-hexanamide